5-(piperidin-4-yl)pyridin-2-amine N1CCC(CC1)C=1C=CC(=NC1)N